N[C@@H](C)C(=O)OC(C(=O)O)C(=O)O.[K].[K].[K] tripotassium dicarboxymethyl alaninate